C1(CC1)C1=C(COC2=CC=CC(=N2)C2=CC(=C(CC3=NC4=C(N3CCOC)C=C(C=C4)C(=O)O)C=C2)F)C=CC=C1 2-(4-(6-((2-cyclopropylbenzyl)oxy)pyridin-2-yl)-2-fluorobenzyl)-1-(2-methoxyethyl)-1H-benzo[d]imidazole-6-carboxylic Acid